bromo-7-fluoro-4-isopropyl-2-(3-methyl-5-(trifluoromethyl)-1H-pyrazol-4-yl)quinazoline BrC1=C2C(=NC(=NC2=CC(=C1)F)C=1C(=NNC1C(F)(F)F)C)C(C)C